p-hydroxyacetaminophenylarsinate OC1=CC=C(C=C1)[As]([O-])(=O)NC(=O)C